(rac)-ethyl 7-bromo-3-(4-ethoxy-4-oxobutan-2-yl)-6-methyl-1H-indole-2-carboxylate BrC=1C(=CC=C2C(=C(NC12)C(=O)OCC)[C@H](C)CC(=O)OCC)C |r|